C1(CC1)C=1OC2=C(N1)C=C(C(=C2)OC)[N+](=O)[O-] 2-Cyclopropyl-6-methoxy-5-nitrobenzo[d]oxazole